ClC1=CC=C(C=C1)C1=NC(=CC(=N1)C1=CC2=C(OC3=C2C=C(C(=C3)C3=CC=CC=C3)C3=CC=CC=C3)C=C1)C1=CC=CC=C1 2-(4-chlorophenyl)-4-(7,8-diphenyldibenzo[b,d]furan-2-yl)-6-PHENYLPYRIMIDINE